ClC=1C=NN(C1[C@@H](CC=1C=NC=CC1)OCC1=C(C=C(C=C1)Cl)Cl)C |r| (RS)-3-(2-(4-chloro-1-methyl-1H-pyrazol-5-yl)-2-((2,4-dichlorobenzyl)oxy)ethyl)pyridine